(1R,4R)-N1-(2-(3-((2-(fluoromethoxy)-4-(methylsulfonyl)phenyl)amino)prop-1-yn-1-yl)-1-(2,2,2-trifluoro-ethyl)-1H-indol-4-yl)-N4,N4-dimethylcyclohexane-1,4-diamine FCOC1=C(C=CC(=C1)S(=O)(=O)C)NCC#CC=1N(C2=CC=CC(=C2C1)NC1CCC(CC1)N(C)C)CC(F)(F)F